C(C#C)O[C@@H]1[C@H]([C@@H](SC2=CC(=C(C=C2)Cl)Cl)O[C@@H]([C@@H]1O)CO)O 3,4-dichlorophenyl 3-O-propargyl-1-thio-α-D-galactopyranoside